(7R)-2-(5-fluoro-3-pyridyl)-N-(2-(1H-indol-3-yl)ethyl)-7-(methoxymethyl)-7,8-dihydro-6H-pyrimido[5,4-b][1,4]oxazin-4-amine FC=1C=C(C=NC1)C=1N=C(C=2OC[C@H](NC2N1)COC)NCCC1=CNC2=CC=CC=C12